F[B-](F)(F)F.FC1=CC2=C(S(C3=C2C=C(C(=C3)F)F)C(F)(F)F)C=C1F 2,3,7,8-tetrafluoro-S-(trifluoromethyl)dibenzothiophene tetrafluoroborate